benzyl (2S,3R)-3-({2-[(tert-butoxycarbonyl)amino]-1,3-thiazol-5-yl}methyl)-4-oxoazetidine-2-carboxylate C(C)(C)(C)OC(=O)NC=1SC(=CN1)C[C@@H]1[C@H](NC1=O)C(=O)OCC1=CC=CC=C1